C(C)OC(=O)C1(CC1)N(C)C1=NC(=NC(=C1[N+](=O)[O-])C)Cl 1-((2-chloro-6-methyl-5-nitropyrimidin-4-yl)(methyl)amino)cyclopropane-1-carboxylic acid ethyl ester